2-(2,5-Dimethoxyphenyl)-N-[4-[(E)-3-[4-[2-hydroxyethyl(methyl)amino]phenyl]prop-2-enoyl]phenyl]acetamide COC1=C(C=C(C=C1)OC)CC(=O)NC1=CC=C(C=C1)C(\C=C\C1=CC=C(C=C1)N(C)CCO)=O